C(CCCCCCCCCCCCCCC)(=O)OCC(OC(CCCCCCC\C=C/CCCCCCCC)=O)COC(CCCCCCCCCCCCCCC)=O 1,3-dipalmitoyl-2-oleoyl-glycerol